C12(CC1)COC1=C2C=C(CC1)C=1C(C(=CN2C1N=C(C=C2)NCC(F)(F)F)C=2C=CC1=C(C2)C2(CC2)CO1)=O 9-{6,7-dihydro-2H-spiro[1-benzofuran-3,1'-cyclopropane]-5-yl}-7-{2H-spiro[1-benzofuran-3,1'-cyclopropane]-5-yl}-2-[(2,2,2-trifluoroethyl)amino]-8H-pyrido[1,2-a]pyrimidin-8-one